(R)-2-((4-(6-((4-Chloro-2-fluorobenzyl)oxy)pyridin-2-yl)piperidin-1-yl)methyl)-4-(1-fluoroethoxy)-1-methyl-1H-benzo[d]imidazole ClC1=CC(=C(COC2=CC=CC(=N2)C2CCN(CC2)CC2=NC3=C(N2C)C=CC=C3O[C@@H](C)F)C=C1)F